N1=CC(=CC=C1)C#CC=1C=C(C=C(C(=O)[O-])C1)C(=O)[O-] 5-(pyridin-3-ylethynyl)isophthalate